C(C=C)(=O)NC=1C=C(C=CC1N1C[C@@H](N(CC1)C)C)N(C(C(=O)N[C@H](C)C1=CC=CC=C1)=O)C1CCC(CC1)NC1=NC=C(C=C1)C#N N1-(3-acrylamido-4-((S)-3,4-dimethylpiperazin-1-yl)phenyl)-N1-((1r,4R)-4-((5-cyanopyridin-2-yl)amino)cyclohexyl)-N2-((R)-1-phenylethyl)oxalamide